C(C)(C)(C)[S@@](=O)N[C@@H](CC(=O)OCC)C=1C(=C(C=C(C1F)C1CC1)C1=C(C(=CC=C1C)F)C)F Ethyl (3S)-3-(((R)-tert-butylsulfinyl)amino)-3-(5-cyclopropyl-2,3',4-trifluoro-2',6'-dimethyl-[1,1'-biphenyl]-3-yl)propanoate